3-(2-(methylthio)-4-((3-keto-3,4-dihydropyrido[2,3-b]pyrazin-8-yl)oxy)phenyl)urea CSC1=C(C=CC(=C1)OC1=CC=NC=2NC(C=NC21)=O)NC(N)=O